6-cyano-4-methoxy-3-methylpyrazolo[1,5-a]pyridin-2-yl trifluoromethanesulfonate FC(S(=O)(=O)OC1=NN2C(C(=CC(=C2)C#N)OC)=C1C)(F)F